(2S,5R)-benzyl 4-(2-chloro-6-((1-(methoxycarbonyl)-1,2,3,4-tetrahydronaphthalen-1-yl) methyl)-5-nitropyrimidin-4-yl)-2-(cyanomethyl)-5-methylpiperazine-1-carboxylate ClC1=NC(=C(C(=N1)N1C[C@@H](N(C[C@H]1C)C(=O)OCC1=CC=CC=C1)CC#N)[N+](=O)[O-])CC1(CCCC2=CC=CC=C12)C(=O)OC